C(CC=C)OC1=C(C=CC=C1)C(COC([C@H](CC=C)NC(=O)OC(C)(C)C)=O)=O (S)-2-tert-butoxycarbonylamino-pent-4-enoic acid 2-(2-but-3-enyloxy-phenyl)-2-oxo-ethyl ester